C1COCCN1CCS(=O)(=O)O 2-(N-Morpholino)ethanesulfonic Acid